COC(CC[C@H]1C=2N(C3=C(C(=N1)C1=C(C=CC=C1)Cl)C=C(C=C3)Cl)C(=NN2)SCCC)=O.[N+](=O)([O-])C=2C=CC(=NC2)NC(C2=CC=CC=C2)=O N-(5-nitropyridin-2-yl)benzamide methyl-(S)-3-(8-chloro-6-(2-chlorophenyl)-1-(propylthio)-4H-benzo[f][1,2,4]triazolo[4,3-a][1,4]diazepin-4-yl)propionate